N1(CCOCC1)C(=O)[C@H]1N(CC2=CC=CC=C2C1)C(=O)OCC1=CC=CC=C1 Benzyl (3S)-3-(4-morpholinylcarbonyl)-3,4-dihydro-2(1H)-isoquinoline-carboxylate